O=C1NC(CCC1N1C(C2=CC=C(C=C2C1=O)OCCN1CCC(CC1)OC1CN(C1)C=1C=C2C(=CN1)N(C=C2)C=2N=CC1=CC=C(C=C1C2)F)=O)=O 2-(2,6-dioxopiperidin-3-yl)-5-(2-(4-((1-(1-(6-fluoroisoquinolin-3-yl)-1H-pyrrolo[2,3-c]pyridin-5-yl)azetidin-3-yl)oxy)piperidin-1-yl)ethoxy)isoindoline-1,3-dione